3-(4-nitro-1H-pyrazol-1-yl)-8-azabicyclo[3.2.1]octane-8-carboxylate [N+](=O)([O-])C=1C=NN(C1)C1CC2CCC(C1)N2C(=O)[O-]